bis(4-chlorophenyl)phosphorus chloride ClC1=CC=C(C=C1)P(C1=CC=C(C=C1)Cl)Cl